COC1=C(C=CC(=C1)N)C1=CC=C(C=C1)C methoxy-4'-methylbiphenyl-4-amine